tert-butyl 4-{[(2S,4S)-2-[4-(1,1-dioxo-2H-benzothiazol-3-yl) phenyl]-4-ethoxypiperidin-1-yl] methyl}-5-methoxy-7-methyl-1H-indole-1-carboxylate O=S1(CN(C2=C1C=CC=C2)C2=CC=C(C=C2)[C@H]2N(CC[C@@H](C2)OCC)CC2=C1C=CN(C1=C(C=C2OC)C)C(=O)OC(C)(C)C)=O